ClC1=CC=CC2=C1O[C@@H](CNS2(=O)=O)CC (4R)-6-Chloro-4-ethyl-3,4-dihydro-2H-5,1,2-benzoxathiazepine 1,1-dioxide